C(CC1=CC=CC=C1)NC(=O)C1=CC=C(O1)C1=C(OC2CCN(CC2)C(=O)OC(C)(C)C)C=CC=C1 tert-butyl 4-(2-(5-(phenethylcarbamoyl)furan-2-yl)phenoxy)piperidine-1-carboxylate